C(C1=CC=CC=C1)C1=C(C(=NO1)C)CSCC1C(C(CO1)O)O 5-((((5-benzyl-3-methylisoxazol-4-yl)methyl)thio)methyl)tetrahydrofuran-3,4-diol